ClC=1C=C(C(=NC1)OC)S(=O)(=O)NC=1C(=C(C(=CC1)F)C1=CC=C2C(=NNC2=C1F)C(=O)NC(C)CC)F 6-[3-(5-Chloro-2-methoxypyridine-3-sulfonamido)-2,6-difluorophenyl]-7-fluoro-N-(sec-butyl)-1H-indazole-3-carboxamide